P(OC1=C(C(=C(C(=C1C1=C(C=C(C(=C1)C)C(C)(C)C)C(C)(C)C)C1=C(C=C(C(=C1)C)C(C)(C)C)C(C)(C)C)C1=CC=C(C=C1)OP[O-])C1=C(C=C(C(=C1)C)C(C)(C)C)C(C)(C)C)C1=C(C=C(C(=C1)C)C(C)(C)C)C(C)(C)C)[O-] tetrakis(2,4-di-tert-butyl-5-methylphenyl)[1,1-biphenyl]-4,4'-diyl bisphosphonite